BrC1=C(C(=CC(=C1)F)[N+](=O)[O-])OC([2H])([2H])[2H] 1-bromo-5-fluoro-2-(methoxy-d3)-3-nitrobenzene